oleic acid carbonate C(O)(O)=O.C(CCCCCCC\C=C/CCCCCCCC)(=O)O